CC1=CC=C(C=C1)S(=O)(=O)O.CC1=CC=C(C=C1)S(=O)(=O)O.NC(C(=O)O[C@@H]1C[C@H]2N(CCC3=CC(=C(C=C23)OC)OC)C[C@H]1CC(C)C)C(C)C (2R,3R,11bR)-3-isobutyl-9,10-dimethoxy-2,3,4,6,7,11b-hexahydro-1H-pyrido[2,1-a]isoquinolin-2-yl 2-amino-3-methylbutanoate bis(4-methylbenzenesulfonate)